NC1=C2C(=NC=N1)N(N=C2C2=C(C=C(C=C2)OC2=CC=CC=C2)F)C2CN(CCC2)C(=O)C(C#N)=CC(C)(C)C 2-(3-(4-amino-3-(2-fluoro-4-phenoxyphenyl)-1H-pyrazolo[3,4-d]pyrimidin-1-yl)piperidine-1-carbonyl)-4,4-dimethylpent-2-enenitrile